CCCCCCCCCCCCCCCCOC[C@H](COP(=O)([O-])OCC[N+](C)(C)C)OC(=O)CCCCCCCC(=O)[O-] The molecule is an anionic phospholipid obtained by deprotonation of the free carboxy group of 1-O-hexadecyl-2-(8-carboxyoctanoyl)-sn-glycero-3-phosphocholine; major species at pH 7.3. It is an anionic phospholipid and a monocarboxylic acid anion. It is a conjugate base of a 1-O-hexadecyl-2-(8-carboxyoctanoyl)-sn-glycero-3-phosphocholine.